CC1=CC=C(C=C1)P(C1=CC=C(C=C1)OC)(C1=CC=C(C=C1)C)=O bis(4-methylphenyl)(4-methoxyphenyl)phosphine oxide